C[Si](OC(C(C)C)CC)(OC(C(C)C)CC)OC(C(C)C)CC methyltri(1,1-dimethyl-2-butoxy)silane